NC/C(/COC1=CC=C(C=C1)S(=O)(=O)CC12CCC(CC1)(CC2)C(=O)NCC(F)(F)F)=C\F (E)-4-(((4-((2-(aminomethyl)-3-fluoroallyl)oxy)phenyl)sulfonyl)methyl)-N-(2,2,2-trifluoroethyl)bicyclo[2.2.2]octane-1-carboxamide